BrC1=CC=2C3(C4=CC=CC=C4OC2C=C1)C1=CC=CC=C1OC=1C=CC=CC13 2-bromo-9,9'-spirobi(xanthene)